tert-butyldimethylsilyltrifluoromesylate [Si](C)(C)(C(C)(C)C)OS(C(F)(F)F)(=O)=O